N1=CN=C(C2=C1NC=C2)NC=2C=C(C=CC2N2CCOCC2)C#CC2(CCCCC2)O 1-((3-((7H-pyrrolo[2,3-d]pyrimidin-4-yl)amino)-4-morpholinophenyl)ethynyl)cyclohexane-1-ol